(2-oxabicyclo[2.1.1]hexane-1-yl)methanol C12(OCC(C1)C2)CO